FC(CNC(=O)C=1C=NN2C1C=C(C=C2)C2=CNC=1N=C(N=CC12)NCC(C)(C)F)F N-(2,2-difluoroethyl)-5-(2-((2-fluoro-2-methylpropyl)amino)-7H-pyrrolo[2,3-d]pyrimidin-5-yl)pyrazolo[1,5-a]pyridine-3-carboxamide